8-Chloro-1-isobutyl-2,3,4,9-tetrahydro-1H-pyrido[3,4-b]indole TFA salt OC(=O)C(F)(F)F.ClC=1C=CC=C2C3=C(NC12)C(NCC3)CC(C)C